NC[C@H](CC(=O)OC1=C2C(=CNC2=CC=C1)CCN(C)C)CC(C)C 3-(2-(dimethyl-amino)ethyl)-1H-indol-4-yl (S)-3-(aminometh-yl)-5-methyl-hexanoate